C1(=CC=C(C=C1)C1=NC(=NC=C1)C(=O)O)C 4-(p-tolyl)pyrimidine-2-carboxylic acid